O1C(=CC2=C1C=CC=C2)C2=C(C(=NC(=N2)C2=CNC1=NC=C(C=C12)F)NC1C(C2CCC1CC2)C(=O)O)F (+/-)-trans-3-((6-(benzofuran-2-yl)-5-fluoro-2-(5-fluoro-1H-pyrrolo[2,3-b]pyridin-3-yl)pyrimidin-4-yl)amino)bicyclo[2.2.2]octane-2-carboxylic acid